(oxo)phenol O=C1C(C=CC=C1)O